tert-Butyl 2-(3-acetyl-5-bromo-7-ethyl-1H-indazol-1-yl)acetate C(C)(=O)C1=NN(C2=C(C=C(C=C12)Br)CC)CC(=O)OC(C)(C)C